NC=1C(N(C=CC1)CN1C(N[C@@](C2=CC(=CC=C12)F)(C(F)(F)F)C#CC1CC1)=O)=O (S)-1-((3-amino-2-oxopyridin-1(2H)-yl)methyl)-4-(cyclopropylethynyl)-6-fluoro-4-(trifluoromethyl)-3,4-dihydroquinazolin-2(1H)-one